(R)-5-((3,3-difluoropiperidin-4-yl)oxy)-4-Methoxy-2-nitrobenzonitrile FC1(CNCC[C@H]1OC=1C(=CC(=C(C#N)C1)[N+](=O)[O-])OC)F